NN1C=2SC=3OCCOCC3C2C(=N[C@H](C1=O)C)C1=C(C=CC=C1F)F (13S)-11-amino-15-(2,6-difluorophenyl)-13-methyl-4,7-dioxa-9-thia-11,14-diazatricyclo[8.5.0.02,8]pentadeca-1(10),2(8),14-trien-12-one